(S)-6-(6-Chloro-5-fluoro-2-oxo-1,2-dihydrospiro[benzo[d][1,3]oxazine-4,3'-pyrrolidin]-1'-yl)-N-(4-((3-cyano-3-fluoroazetidin-1-yl)methyl)benzyl)pyridazine-4-carboxamide ClC1=C(C2=C(NC(O[C@]23CN(CC3)C3=CC(=CN=N3)C(=O)NCC3=CC=C(C=C3)CN3CC(C3)(F)C#N)=O)C=C1)F